C(#N)C=1C=CC(=C(C1)C=1N=C(OC1)C(=O)N[C@@H]1C[C@@H](N(C1)C(=O)OC(C)(C)C)COC)OC1CC1 tert-butyl (2R,4R)-4-(4-(5-cyano-2-cyclopropoxy phenyl)oxazole-2-carboxamido)-2-(methoxymethyl)pyrrolidine-1-carboxylate